5-(bromomethyl)-2-chloropyrimidine-4-carboxylic acid ethyl ester C(C)OC(=O)C1=NC(=NC=C1CBr)Cl